NC=1N=C2N(C=C(C=C2)C2=C3C=CNC3=CC=C2C)C1C(=O)[C@H]1[C@H](C1)F (2-amino-6-(5-methyl-1H-indol-4-yl)imidazo[1,2-a]pyridin-3-yl)((1s,2s)-2-fluorocyclopropyl)methanone